nonadecaldehyde C(CCCCCCCCCCCCCCCCCC)=O